[N+](=O)([O-])C1=CC=C(C=C1)N(C([O-])=O)C1=CC(=C(C=C1)CN1CCN(CC1)C)C(F)(F)F 4-nitrophenyl-(4-((4-methylpiperazin-1-yl)methyl)-3-(trifluoromethyl)phenyl)carbamate